[C@@H]1([C@H](O)[C@@H](O)[C@H](O)[C@H](O1)CO)C1=CC(=C(C=C1)C)CC=1SC(=CC1)C1=CC=C(C=C1)F 1-(β-D-glucopyranosyl)-4-methyl-3-[5-(4-fluoro-phenyl)-2-thienylmethyl]benzene